C(C)OC(CN1N=C(C=CC1=C=O)Br)=O 2-(3-bromo-6-carbonylpyridazin-1(6H)-yl)acetic acid ethyl ester